OC1(CCN(CC12CCCC2)C(C(CN2CCCCC2)C)=O)CN2C=C(C(=CC2=O)C2=CC=CC=C2)C(=O)N(C)C 1-((10-Hydroxy-7-(2-methyl-3-(piperidin-1-yl)propanoyl)-7-azaspiro[4.5]decan-10-yl)methyl)-N,N-dimethyl-6-oxo-4-phenyl-1,6-dihydropyridin-3-carboxamid